FC(N1C=C(C=CC1=O)NC=1C(=NC(=C(N1)NC)C=1C2=C(C=NC1)N(C=N2)C)C(=O)N)F 3-[[1-(Difluoromethyl)-6-oxo-3-pyridyl]amino]5-(methylamino)-6-(3-methylimidazo[4,5-c]pyridin-7-yl)pyrazine-2-carboxamide